1-(7-(4-(trifluoromethoxy)phenyl)-5-vinyl-2,3-dihydrobenzofuran-4-yl)-1H-imidazole FC(OC1=CC=C(C=C1)C1=CC(=C(C=2CCOC21)N2C=NC=C2)C=C)(F)F